(R)-1-(8-fluoroisochroman-1-yl)-N-methylmethanamine succinic acid salt C(CCC(=O)O)(=O)O.FC=1C=CC=C2CCO[C@H](C12)CNC